C(C)(=O)O[C@H]1[C@@H](SC2=C(C=C(C=C2)Cl)Cl)O[C@@H]([C@@H]([C@@H]1N=[N+]=[N-])OC(C)=O)COC(C)=O 2,4-Dichlorophenyl 2,4,6-tri-O-acetyl-3-azido-3-deoxy-1-thio-α-D-galactopyranoside